[Si](C)(C)(C(C)(C)C)OC(C=C[Sn](CCCC)(CCCC)CCCC)CCCCC 3-(tert-butyldimethylsilyloxy)-1-(tributylstannyl)-1-octene